P(=O)(OCCOCCOC)(OCCOCCOC)OCCOCCOC tris(2-(2-methoxyethoxy)ethyl) phosphate